C1(CC1)CN(C1CCC(CC1)N(C1=CC(N(C=2C=CC(=NC12)C#N)C)=O)C)C1=CC2=C(OCC(N2C)=O)C=C1 8-((4-((cyclopropylmethyl)(4-methyl-3-oxo-3,4-dihydro-2H-benzo[b][1,4]oxazin-6-yl)amino)cyclohexyl)(methyl)amino)-5-methyl-6-oxo-5,6-dihydro-1,5-naphthyridine-2-carbonitrile